N1CC(C1)OC1=CC(=C2CCCC2=C1)F 6-(azetidin-3-yloxy)-4-fluoro-2,3-dihydro-1H-inden